N-[3-chloro-4-[4-[(2-oxopiperazin-1-yl)methyl]piperidine-1-carbonyl]phenyl]-1-methyl-imidazole-2-carboxamide ClC=1C=C(C=CC1C(=O)N1CCC(CC1)CN1C(CNCC1)=O)NC(=O)C=1N(C=CN1)C